tert-butyl (3S)-3-[6-(3-bromo-2-chloro-6-fluoro-phenoxy)-4-oxo-quinazolin-3-yl]-8-azaspiro[4.5]decane-8-carboxylate BrC=1C(=C(OC=2C=C3C(N(C=NC3=CC2)[C@H]2CCC3(C2)CCN(CC3)C(=O)OC(C)(C)C)=O)C(=CC1)F)Cl